CC(O)C1(O)[C@@H](O)[C@H](O)[C@H](O1)CO methyl-D-fructofuranose